(6-(5-methyl-2,4-dioxo-3,4-dihydropyrimidin-1(2H)-yl)-4-tritylmorpholin-2-yl)methyl (4-morpholinopiperidin-1-yl)phosphonochloridate O1CCN(CC1)C1CCN(CC1)P(OCC1CN(CC(O1)N1C(NC(C(=C1)C)=O)=O)C(C1=CC=CC=C1)(C1=CC=CC=C1)C1=CC=CC=C1)(=O)Cl